methyl (S)-3'-ethyl-5-(1-methyl-4-(trifluoromethyl)-1H-pyrazol-3-yl)-1-oxo-3,4,5',6',7',8'-hexahydro-1H-[2,5'-biisoquinoline]-7-carboxylate C(C)C=1N=CC=2CCC[C@@H](C2C1)N1C(C2=CC(=CC(=C2CC1)C1=NN(C=C1C(F)(F)F)C)C(=O)OC)=O